1-allylbiguanide C(C=C)NC(=N)NC(=N)N